5-nitro-2H-[1,3]dioxolo[4,5-b]pyridine [N+](=O)([O-])C1=CC=C2C(=N1)OCO2